ClC1=CC(=C(C=C1)N1CCOC2(C1)CCOCC2)[N+](=O)[O-] 4-(4-chloro-2-nitrophenyl)-1,9-dioxa-4-azaspiro[5.5]undecane